C(C)(=O)OC\C=C(/C)\CC\C=C(\CCC)/C ethyl-geranyl acetate